C1(CC1)C(=O)NC1=CC(=C(N=N1)C(=O)N)NC1=C(C(=CC=C1)C=1C=NN(C1)[C@H]1[C@H](CCC1)OC)OC 6-(cyclopropanecarboxamido)-4-((2-methoxy-3-(1-((1R,2S)-2-methoxycyclopentyl)-1H-pyrazol-4-yl)phenyl)amino)pyridazine-3-carboxamide